2-[2-Chloro-4-(2,4-dichlorophenoxy)phenyl]-1-(1H-1,2,4-triazole-1-yl)propan-2-ol ClC1=C(C=CC(=C1)OC1=C(C=C(C=C1)Cl)Cl)C(CN1N=CN=C1)(C)O